C(#N)C1=CC(=C(COC2=CC=CC(=N2)C2CCN(CC2)CC2=NC3=C(N2C)C=C(C=C3OCC(F)(F)F)C(=O)O)C=C1)F 2-((4-(6-((4-Cyano-2-fluorobenzyl)oxy)pyridin-2-yl)piperidin-1-yl)methyl)-1-methyl-4-(2,2,2-trifluoroethoxy)-1H-benzo[d]imidazole-6-carboxylic acid